FC=1C=C2C(=CNC2=CC1F)NS(=O)(=O)C=1C(=NNC1)C1=NC=CC=C1 N-(5,6-difluoro-1H-indol-3-yl)-3-(pyridin-2-yl)-1H-pyrazole-4-sulfonamide